(2EZ)-2-{(11β,17β)-17-hydroxy-11-[3,4-(methylenedioxy)phenyl]-17-(1-propyn-1-yl)estra-4,9-dien-3-ylidene}hydrazinecarbothioamide O[C@@]1([C@]2(C)[C@@H](CC1)[C@@H]1CCC3=CC(CCC3=C1[C@H](C2)C2=CC1=C(C=C2)OCO1)=NNC(N)=S)C#CC